N-(3-(3-((4-methyl-4H-1,2,4-triazol-3-yl)methyl)oxetan-3-yl)phenyl)-6-vinylimidazo[1,2-a]pyridine-8-carboxamide CN1C(=NN=C1)CC1(COC1)C=1C=C(C=CC1)NC(=O)C=1C=2N(C=C(C1)C=C)C=CN2